NC1=CC(=C(C=C1)C1=CN(C=2N=CN=C(C21)Cl)CCO)F 2-(5-(4-amino-2-fluorophenyl)-4-chloro-7H-pyrrolo[2,3-d]pyrimidin-7-yl)ethan-1-ol